1-(3-((7-chloro-1-methyl-6-(pyrazolo[1,5-a]pyrazin-3-yloxy)-1H-imidazo[4,5-b]pyridin-2-yl)amino)-5-(trifluoromethyl)phenyl)piperidin-4-ol ClC1=C2C(=NC=C1OC=1C=NN3C1C=NC=C3)N=C(N2C)NC=2C=C(C=C(C2)C(F)(F)F)N2CCC(CC2)O